ClC1=CC=C(S1)CNC1=CC(=NN1)C1CCN(CC1)CC1COC1 N-[(5-chlorothiophen-2-yl)methyl]-3-[1-(oxetan-3-ylmethyl)piperidin-4-yl]-1H-pyrazol-5-amine